N1=C(N=CC=C1)C1=NC=CC=C1 (pyrimidin-2-yl)pyridin